CC1=C(C=CC=C1C)C1CCN(CC1)C(CN1N=C(C=2CCCCC12)C(=O)N1C[C@@H]([C@H](CC1)O)F)=O 1-(4-(2,3-dimethylphenyl)piperidin-1-yl)-2-(3-((3S,4S)-3-fluoro-4-hydroxypiperidine-1-carbonyl)-4,5,6,7-tetrahydro-1H-indazol-1-yl)ethanone